4-(3,4-diamino-2-fluorophenyl)-1-(methylsulfonyl)pyrrolidine-3-carboxylic acid ethyl ester C(C)OC(=O)C1CN(CC1C1=C(C(=C(C=C1)N)N)F)S(=O)(=O)C